NC=1C2=C(N=CN1)N(C=C2C)[C@H]2[C@@H]([C@@H]([C@H](C2)CNCCCNCCC2=CC=CC=C2)O)O (1R,2S,3R,5R)-3-(4-Amino-5-methyl-7H-pyrrolo[2,3-d]pyrimidin-7-yl)-5-(((3-(phenethylamino)propyl)amino)methyl)cyclopentane-1,2-diol